(R)-N-(4-(1-(1-acryloylpiperidin-3-yl)-1H-pyrazolo[4,3-c]pyridin-3-yl)phenyl)-3-(trifluoromethyl)benzamide C(C=C)(=O)N1C[C@@H](CCC1)N1N=C(C=2C=NC=CC21)C2=CC=C(C=C2)NC(C2=CC(=CC=C2)C(F)(F)F)=O